NC1=NC2=CC(=CC=C2C=C1Br)C[C@@H]1CC[C@]2([C@@H]1O[C@H](C2O)N2C=CC1=C2N=C(N=C1C)C)O (2R,3aS,6S,6aR)-6-((2-amino-3-bromoquinolin-7-yl)methyl)-2-(2,4-dimethyl-7H-pyrrolo[2,3-d]pyrimidin-7-yl)hexahydro-3aH-cyclopenta[b]furan-3,3a-diol